2-(TERT-BUTYL)PYRIDINE-4-BORONIC ACID C(C)(C)(C)C1=NC=CC(=C1)B(O)O